N1N=CC(=C1)C1=CC=C(CNC(=O)[C@H]2CN(CCC2)C=2C=C(OC(C(=O)N3CCN(CC3)C(=O)OC(C)(C)C)(C)C)C=CC2)C=C1 tert-butyl (R)-4-(2-(3-(3-((4-(1H-pyrazol-4-yl)benzyl)carbamoyl)piperidin-1-yl)phenoxy)-2-methylpropanoyl)piperazine-1-carboxylate